3-fluoroisonicotinamide FC1=C(C(=O)N)C=CN=C1